3-cyclopropyl-5-((3,5-dimethylpiperazin-1-yl)methyl)aniline C1(CC1)C=1C=C(N)C=C(C1)CN1CC(NC(C1)C)C